ammonium 15-(butylthio)pentadecyl (R)-(((1-(6-amino-9H-purin-9-yl)propan-2-yl)oxy)methyl) phosphonate P(OCCCCCCCCCCCCCCCSCCCC)(OCO[C@@H](CN1C2=NC=NC(=C2N=C1)N)C)=O.[NH4+]